N-(2,2-difluoroethyl)-2-(2-methyl-4-(5-(3,4,5-trichlorophenyl)-5-(trifluoromethyl)-4,5-dihydroisoxazol-3-yl)benzamido)-4,5,6,7-tetrahydrobenzo[b]thiophene-3-carboxamide FC(CNC(=O)C=1C2=C(SC1NC(C1=C(C=C(C=C1)C1=NOC(C1)(C(F)(F)F)C1=CC(=C(C(=C1)Cl)Cl)Cl)C)=O)CCCC2)F